C(#N)C=1C=C2C(=CNC2=CC1)CCCN1CCN(CC1)C1=NC=C(C=N1)C=1C=C(C(=O)N)C=CC1 3-(2-(4-(3-(5-cyano-1H-indol-3-yl)propyl)piperazin-1-yl)pyrimidin-5-yl)benzamide